tert-butyl N-[1-[7-[(8-chloro-6-methyl-imidazo[1,2-a]pyrazin-2-yl)-carbamoyl]-6-fluoro-2-methyl-indazol-4-yl]-4-piperidyl]-N-ethyl-carbamate ClC=1C=2N(C=C(N1)C)C=C(N2)NC(=O)C2=C(C=C(C1=CN(N=C21)C)N2CCC(CC2)N(C(OC(C)(C)C)=O)CC)F